((1s,4s)-4-hydroxy-4-methylcyclohexyl)-7-methyl-2-((7-methyl-[1,2,4]triazolo[1,5-a]pyridin-6-yl)amino)-7,9-dihydro-8H-purin-8-one OC1(CCC(CC1)N1C2=NC(=NC=C2N(C1=O)C)NC=1C(=CC=2N(C1)N=CN2)C)C